5-propargylamino-deoxycytidine C(C#C)NC=1C(=NC(N([C@H]2C[C@H](O)[C@@H](CO)O2)C1)=O)N